CC1(C(C=2CCCOC2C(C1)=O)=O)S(=O)(=O)[O-].[Na+] sodium 6-methyl-5,8-dioxo-3,4,5,6,7,8-hexahydro-2H-chromene-6-sulfonate